C1(CCCC1)NC(NC=1C=C(C2=C(N=C(N=C2)S(=O)(=O)C)N1)C#C[Si](C(C)C)(C(C)C)C(C)C)=O 3-cyclopentyl-1-{2-methanesulfonyl-5-[2-(triisopropylsilyl)ethynyl]pyrido[2,3-d]pyrimidin-7-yl}urea